FC=1C2=C(C(=NC1C)C#N)CC(C2)CO 4-fluoro-6-(hydroxymethyl)-3-methyl-6,7-dihydro-5H-cyclopenta[c]Pyridine-1-carbonitrile